tert-butyl N-benzyl-N-(7-methylthieno[3,2-d][1,2,3]triazin-4-yl)carbamate C(C1=CC=CC=C1)N(C(OC(C)(C)C)=O)C=1C2=C(N=NN1)C(=CS2)C